N1(CCCCC1)CCC=1SC(=C(N1)C(F)(F)F)C(=O)NC(C)C1=CC(=CC=C1)C(F)(F)F 2-[2-(1-piperidinyl)ethyl]-4-(trifluoromethyl)-N-[1-[3-(trifluoromethyl)phenyl]ethyl]-5-thiazolecarboxamide